4-((5-bromo-2-((1-((2-(1,3-dioxoisoindolin-2-yl)ethyl)sulfonyl)piperidin-4-yl)amino)pyrimidin-4-yl)amino)-1-methyl-1H-pyrazole-5-carboxamide BrC=1C(=NC(=NC1)NC1CCN(CC1)S(=O)(=O)CCN1C(C2=CC=CC=C2C1=O)=O)NC=1C=NN(C1C(=O)N)C